2-(3-(3-((4-methyl-4H-1,2,4-triazol-3-yl)methyl)oxetan-3-yl)phenyl)-6-(1-(3-(methylsulfonyl)azetidin-1-yl)ethyl)-4-(trifluoromethyl)isoindolin-1-one CN1C(=NN=C1)CC1(COC1)C=1C=C(C=CC1)N1C(C2=CC(=CC(=C2C1)C(F)(F)F)C(C)N1CC(C1)S(=O)(=O)C)=O